(R)-2-(3-(4-amino-2-oxo-3-(4-phenoxyphenyl)-2,3-dihydro-1H-imidazo[4,5-c]pyridin-1-yl)piperidine-1-carbonyl)-4-(4-ethyl-3-oxopiperazin-1-yl)-4-methylpent-2-enenitrile NC1=NC=CC2=C1N(C(N2[C@H]2CN(CCC2)C(=O)C(C#N)=CC(C)(C)N2CC(N(CC2)CC)=O)=O)C2=CC=C(C=C2)OC2=CC=CC=C2